3-((5R,7R)-5-(4-bromophenyl)-7-methyl-7,8-dihydro-[1,3]dioxolo[4,5-g]isoquinolin-6(5H)-yl)-2,2-difluoropropan-1-ol BrC1=CC=C(C=C1)[C@H]1N([C@@H](CC=2C=C3C(=CC12)OCO3)C)CC(CO)(F)F